CC1=C(OC(C(=O)OCC)(C)C)C(=CC(=C1)CN1CCN(CC1)C1=NC=CC=C1C(F)(F)F)C Ethyl 2-(2,6-dimethyl-4-((4-(3-(trifluoromethyl) pyridin-2-yl) piperazin-1-yl) methyl) phenoxy)-2-methylpropionate